2-(benzo[d]thiazol-2-yl)-2-methylpropanamide S1C(=NC2=C1C=CC=C2)C(C(=O)N)(C)C